4-[1-(benzenesulfonyl)-6-(3,5-dimethylisoxazol-4-yl)pyrrolo[2,3-b]pyridin-3-yl]-N-[(1S)-2-(3,3-difluoroazetidin-1-yl)cyclopentyl]-5-(trifluoromethyl)pyrimidin-2-amine C1(=CC=CC=C1)S(=O)(=O)N1C=C(C=2C1=NC(=CC2)C=2C(=NOC2C)C)C2=NC(=NC=C2C(F)(F)F)N[C@@H]2C(CCC2)N2CC(C2)(F)F